FC(C1=NN=C(S1)C1=NC(=NC2=CC=C(C=C12)S(=O)(=O)NC1(CC1)C)N1[C@H]2CC(C[C@@H]1CC2)O)F 4-(5-(difluoromethyl)-1,3,4-thiadiazol-2-yl)-2-((1R,3s,5S)-3-hydroxy-8-azabicyclo[3.2.1]octan-8-yl)-N-(1-methylcyclopropyl)quinazoline-6-sulfonamide